C(C)(=O)OC\C=C(/C)\CCC[C@H](C)CCC[C@H](C)CCCC(C)C (E)-PHYTYL ACETATE